C1=2CCCCCC2N=CC(=C1)NC1=NC(=NC=C1)NC1=CC(=C(C=C1)OC1CC(C1)N(C)C)OC 4-{8-azabicyclo[5.4.0]undeca-1(7),8,10-trien-10-ylamino}-2-{3-methoxy-4-[(1s,3s)-3-(dimethylamino)cyclobutoxy]phenylamino}pyrimidine